Cl.C(C)OC(=O)C=1N(N=C2C1CN([C@@H](C2)C)C(C2=CC(=C(C=C2)Cl)C#N)=O)C(CN)C.CC(=C)C2=CC=CC=C2 alpha-METHYL-STYRENE (6R)-ethyl-2-(1-aminopropan-2-yl)-5-(4-chloro-3-cyanobenzoyl)-6-methyl-4,5,6,7-tetrahydro-2H-pyrazolo[4,3-c]pyridine-3-carboxylate hydrochloride